(R)-1-((8-((3'-(5-(tert-butoxycarbonyl)-5,6-dihydro-4H-pyrrolo[3,4-d]thiazol-2-yl)-2,2'-dimethyl-[1,1'-biphenyl]-3-yl)amino)-1,7-naphthyridin-3-yl)methyl)pyrrolidine-3-carboxylic acid C(C)(C)(C)OC(=O)N1CC=2N=C(SC2C1)C=1C(=C(C=CC1)C1=C(C(=CC=C1)NC=1N=CC=C2C=C(C=NC12)CN1C[C@@H](CC1)C(=O)O)C)C